[Ni].[Zn] Zinc-Nickel